6-chloro-5-methoxy-N-(4-methoxybenzyl)-N-(5-methyl-1-(tetrahydro-2H-pyran-2-yl)-1H-pyrazol-3-yl)-2-(methylsulfonyl)pyrimidin-4-amine ClC1=C(C(=NC(=N1)S(=O)(=O)C)N(C1=NN(C(=C1)C)C1OCCCC1)CC1=CC=C(C=C1)OC)OC